C(CCC)S(=O)(=O)NC(C(=O)O)CC1=CC=C(C=C1)OCCCCC1=CC=NC=C1 2-(butylsulfonylamino)-3-(4-(4-(pyridine-4-yl)butoxy)phenyl)propionic acid